CC=1SC(=C(N1)C)C1=NC(=NC=C1)NC1=CC=C(C=N1)N1CCN(CC1)C(C)=O 1-(4-(6-((4-(2,4-dimethylthiazol-5-yl)pyrimidin-2-yl)amino)pyridin-3-yl)piperazin-1-yl)ethan-1-one